ethyl 4-hydroxy-1,5-naphthyridine-3-carboxylate OC1=C(C=NC2=CC=CN=C12)C(=O)OCC